2-(diethylamino)ethyl 3-(1-(N-(3,4-dimethoxybenzyl)-3,5-bis(trifluoromethyl)benzamido)ethyl)pyrazine-2-carboxylate COC=1C=C(CN(C(C2=CC(=CC(=C2)C(F)(F)F)C(F)(F)F)=O)C(C)C=2C(=NC=CN2)C(=O)OCCN(CC)CC)C=CC1OC